racemic-3-((7-bromo-3-butyl-3-ethyl-1,1-dioxido-5-phenyl-2,3,4,5-tetrahydro-1,5-benzothiazepin-8-yl)oxy)propanoic acid BrC=1C(=CC2=C(N(C[C@@](CS2(=O)=O)(CC)CCCC)C2=CC=CC=C2)C1)OCCC(=O)O |r|